N-(1-methyl-1H-pyrazol-4-yl)-4-(3-nitrophenoxy)-5-(4-(trifluoromethyl)phenyl)pyridin-2-amine CN1N=CC(=C1)NC1=NC=C(C(=C1)OC1=CC(=CC=C1)[N+](=O)[O-])C1=CC=C(C=C1)C(F)(F)F